(S)-8-(2-amino-6-((R)-1-(5-chloro-3'-(N,N-dimethylsulfamoyl)-[1,1'-biphenyl]-2-yl)-2,2,2-trifluoroethoxy)pyrimidin-4-yl)-2,8-diazaspiro[4.5]decane-3-carboxylic acid NC1=NC(=CC(=N1)N1CCC2(C[C@H](NC2)C(=O)O)CC1)O[C@@H](C(F)(F)F)C1=C(C=C(C=C1)Cl)C1=CC(=CC=C1)S(N(C)C)(=O)=O